L-valyl-L-tryptophan benzyl ester C(C1=CC=CC=C1)OC([C@@H](NC([C@@H](N)C(C)C)=O)CC1=CNC2=CC=CC=C12)=O